FC(CS(=O)(=O)N1CC(CC1)C(=O)N)(F)F (2,2,2-trifluoroethanesulfonyl)pyrrolidine-3-carboxamide